C(CCCCCCCCCCC\C=C\CCCC)(=O)OC trans-13-Octadecenoic acid, methyl ester